1-(1-(2,4-bis(trifluoromethyl)phenyl)ethyl)-4-ethynyl-1H-pyrazole FC(C1=C(C=CC(=C1)C(F)(F)F)C(C)N1N=CC(=C1)C#C)(F)F